Methyl (2S)-2-{[(2S)-1-[(2S,3E,5S)-2-benzyl-5-{[(tert-butoxy) carbonyl]amino}-7-methyloct-3-enoyl]pyrrolidin-2-yl]formamido}-3-(4-hydroxyphenyl)propanoate C(C1=CC=CC=C1)[C@H](C(=O)N1[C@@H](CCC1)C(=O)N[C@H](C(=O)OC)CC1=CC=C(C=C1)O)\C=C\[C@H](CC(C)C)NC(=O)OC(C)(C)C